FC(C(=O)NC1CN(C1)C(=O)C=1C=CC=C2C(=NN(C12)C1CN(C1)C(C(=C)F)=O)C=1C=NC(=CC1)C(F)(F)F)=C 2-fluoro-N-(1-(1-(1-(2-fluoroacryloyl)azetidin-3-yl)-3-(6-(trifluoromethyl)pyridin-3-yl)-1H-indazole-7-carbonyl)azetidin-3-yl)acrylamide